(S)-1-((6-((2-chloro-3'-(4-methoxypicolinamido)-2'-methyl-[1,1'-biphenyl]-3-yl)carbamoyl)-4-methylpyridin-3-yl)methyl)piperidine-2-carboxylic Acid ClC1=C(C=CC=C1NC(=O)C1=CC(=C(C=N1)CN1[C@@H](CCCC1)C(=O)O)C)C1=C(C(=CC=C1)NC(C1=NC=CC(=C1)OC)=O)C